COC1=C(C=CC(=C1)OC)CCNC1=CC(=NC=N1)C1=CC(=CS1)OCC 5-{6-[2-(2,4-Dimethoxy-phenyl)-ethylamino]-pyrimidin-4-yl}-3-ethoxy-thiophen